NC(C)[Si](OCC)(OCC)OCC α-aminoethyl-triethoxysilane